1,3,5-tris(4-nitro-2-(trifluoromethyl)-phenoxy)-benzene [N+](=O)([O-])C1=CC(=C(OC2=CC(=CC(=C2)OC2=C(C=C(C=C2)[N+](=O)[O-])C(F)(F)F)OC2=C(C=C(C=C2)[N+](=O)[O-])C(F)(F)F)C=C1)C(F)(F)F